1-(5-(2-hydroxyprop-2-yl)pyridin-3-yl)-3-(4-methoxybenzyl)dihydropyrimidine-2,4(1H,3H)-dione OC(C)(C)C=1C=C(C=NC1)N1C(N(C(CC1)=O)CC1=CC=C(C=C1)OC)=O